C(C1=CC=C(N)C=C1)(C1=CC=C(N)C=C1)C1=CC=C(N)C=C1 4,4',4''-methylidynetrianiline